[1,2,5]thiadiazol-4-ylmethanamine S1N=CC(=N1)CN